CC(COC1=CC=C(C=C1)[N+](=O)[O-])(C)NC(OC(C)(C)C)=O tert-butyl (2-methyl-1-(4-nitrophenoxy)propan-2-yl)carbamate